N1(N=NC2=C1C=CC=C2)C(=O)[O-] 1H-benzo[d][1,2,3]triazole-1-carboxylate